2-methyl-3-(4-nitrobenzyl)naphthalene-1,4-dione CC=1C(C2=CC=CC=C2C(C1CC1=CC=C(C=C1)[N+](=O)[O-])=O)=O